6',6''-(propane-1,3-diylbis(oxy))bis(3-(anthracen-9-yl)-3'-fluoro-5-(2,4,4-trimethylpentan-2-yl)-[1,1'-biphenyl]-2-ol) C(CCOC1=CC=C(C=C1C=1C(=C(C=C(C1)C(C)(CC(C)(C)C)C)C=1C2=CC=CC=C2C=C2C=CC=CC12)O)F)OC=1C(=CC(=C(C1C1=CC(=CC=C1)F)O)C=1C2=CC=CC=C2C=C2C=CC=CC12)C(C)(CC(C)(C)C)C